N'-(4-cyanophenyl)-3-pyridinecarbohydrazide C(#N)C1=CC=C(C=C1)NNC(=O)C=1C=NC=CC1